Methyl 6-(2-carbamoyl-4-(trifluoromethyl) phenyl)-3,5-dichloropicolinate C(N)(=O)C1=C(C=CC(=C1)C(F)(F)F)C1=C(C=C(C(=N1)C(=O)OC)Cl)Cl